FC(CC1=NNC(=C1)C=1C(=C(C(=CC1)O)N1CC(NS1(=O)=O)=O)F)F 5-(3-(3-(2,2-difluoroethyl)-1H-pyrazol-5-yl)-2-fluoro-6-hydroxyphenyl)-1,2,5-thiadiazolidin-3-one 1,1-dioxide